1,2-dioleoyl-sn-glycero-3-phosphoethanolamine, sodium salt [Na].C(CCCCCCC\C=C/CCCCCCCC)(=O)OC[C@@H](OC(CCCCCCC\C=C/CCCCCCCC)=O)COP(=O)(O)OCCN